C1(CC1)CN1C(=CC=2C1=NC(=CC2)N(S(=O)(=O)C)C(F)F)C=2N=C1N(C(=CC(=C1)C(=O)N1CC(C1)C(=O)N)OC)C2C 1-[2-[1-(cyclopropylmethyl)-6-[difluoromethyl-(methylsulfonyl)amino]pyrrolo[2,3-b]pyridin-2-yl]-5-methoxy-3-methylimidazo[1,2-a]pyridine-7-carbonyl]azetidine-3-carboxamide